7-hexyl-5-[(2-methylphenyl)methyl]-5H,6H,7H,8H,9H,10H-cyclohepta[b]indole-4-carboxylic acid C(CCCCC)C1CCCC2=C(N(C3=C(C=CC=C23)C(=O)O)CC2=C(C=CC=C2)C)C1